2-(N-methylamino)carbonylindol CNC(=O)C=1NC2=CC=CC=C2C1